Dimethyl 2-(2,4-dinitrobenzylidene)malonate [N+](=O)([O-])C1=C(C=C(C(=O)OC)C(=O)OC)C=CC(=C1)[N+](=O)[O-]